Methyl 6-(2-chloro-4-(trifluoromethyl) phenyl)picolinate ClC1=C(C=CC(=C1)C(F)(F)F)C1=CC=CC(=N1)C(=O)OC